S1C(=NC2=C1C=CC=C2)NC(=O)C=2C=CC=C1CCNCC21 N-(1,3-benzothiazol-2-yl)-1,2,3,4-tetrahydroisoquinoline-8-carboxamide